(1R,2S,4S,5R)-2-(hydroxymethyl)-2-(methoxymethyl)-4-methyl-5-(trifluoromethyl)quinuclidin-3-one Palladium (0) [Pd].OC[C@]1(N2C[C@@H]([C@@](C1=O)(CC2)C)C(F)(F)F)COC